C(C)N1CC=2C(N=C3N(C2CC1)CCN3CC3=C(C=CC=C3)C)=O 7-ethyl-3-(2-methylbenzyl)-2,3,6,7,8,9-hexahydroimidazo[1,2-a]pyrido[3,4-e]pyrimidin-5(1H)-one